3-((4-(1H-benzo[d]imidazol-5-yl)pyrimidin-2-yl)amino)-N-(2-fluorophenyl)benzenesulfonamide N1C=NC2=C1C=CC(=C2)C2=NC(=NC=C2)NC=2C=C(C=CC2)S(=O)(=O)NC2=C(C=CC=C2)F